benzyl (2S,3S)-2-((((9H-fluoren-9-yl)methoxy) carbonyl)amino)-3-(4-(tert-butoxy)phenyl)butanoate C1=CC=CC=2C3=CC=CC=C3C(C12)COC(=O)N[C@H](C(=O)OCC1=CC=CC=C1)[C@@H](C)C1=CC=C(C=C1)OC(C)(C)C